tert-Butyl (8-bromo-4-oxo-2,3,4,5-tetrahydro-1H-pyrido[2,3-b][1,4]diazepin-3-yl)carbamate BrC1=CC2=C(NC(C(CN2)NC(OC(C)(C)C)=O)=O)N=C1